C[Si](CCOCN1C(=NC=C1)N)(C)C 1-((2-(trimethylsilyl)ethoxy)methyl)-1H-imidazol-2-amine